2-(4-biphenylyl)-4-chloro-6-phenyl-1,3,5-triazine C1(=CC=C(C=C1)C1=NC(=NC(=N1)Cl)C1=CC=CC=C1)C1=CC=CC=C1